CC1=CC=C(C=N1)C=1C=NC(=CC1)C 6,6'-dimethyl-3,3'-bipyridine